phospho-N-oleoyl-ethanolamine P(=O)(O)(O)OCCNC(CCCCCCC\C=C/CCCCCCCC)=O